NCCCN(CCCN)C(C)CC N,N-bis(3-aminopropyl)ethyl-ethylamine